ClC1=C(C=CC(=C1)Cl)C1=C(C2=C(CCC1)C=C(C=C2)O)C=2C=NC(=CC2)O[C@@H]2CN(CC2)CCCF 6-(2,4-dichlorophenyl)-5-[6-[(3S)-1-(3-fluoropropyl)pyrrolidin-3-yl]oxy-3-pyridinyl]-8,9-dihydro-7H-benzo[7]annulen-2-ol